C1CN(CCN1CCN2C3=C(C=N2)C4=NC(=NN4C(=N3)N)C5=CC=CO5)C6=C(C=C(C=C6)F)F (7-(2-(4-difluorophenyl)-1-piperazinyl)ethyl)-2-(2-furanyl)-7H-pyrazolo(4,3-e)(1,2,4)triazolo(1,5-c)pyrimidin-5-amine